FC=1C(=C(N)C(=CC1COC)C(C)C)C(C)C 3-fluoro-4-(methoxymethyl)-2,6-bis(propan-2-yl)aniline